BrC1=CC(=CC=2OCCN(C21)C2CN(C1(CCC1)C2)S(=O)(=O)C(C)(C)C)C(F)(F)F 5-bromo-4-(5-(tert-butylsulfonyl)-5-azaspiro[3.4]octan-7-yl)-7-(trifluoromethyl)-3,4-dihydro-2H-benzo[b][1,4]oxazine